6-methylheptane-1-ol CC(CCCCCO)C